(S)-5-fluoro-3,4-dihydro-2H-spiro[naphthalene-1,4'-oxazolidine] FC1=C2CCC[C@]3(NCOC3)C2=CC=C1